3,3,3-trifluoroPropyltriethoxysilane FC(CC[Si](OCC)(OCC)OCC)(F)F